N-(2-(4-(4-cyclopropylpiperazine-1-yl)piperidine-1-yl)-5-((6-((R)-3-(3-ethynylphenyl)isoxazolidine-2-yl)pyrimidine-4-yl)amino)-4-methoxyphenyl)acrylamide C1(CC1)N1CCN(CC1)C1CCN(CC1)C1=C(C=C(C(=C1)OC)NC1=NC=NC(=C1)N1OCC[C@@H]1C1=CC(=CC=C1)C#C)NC(C=C)=O